4-(4-(6-(3-(piperazin-1-yl)propoxy)pyridin-3-yl)piperidin-1-yl)-2-(trifluoromethyl)-benzonitrile N1(CCNCC1)CCCOC1=CC=C(C=N1)C1CCN(CC1)C1=CC(=C(C#N)C=C1)C(F)(F)F